ClC=1C(=C(C#N)C=C(C1)S(=O)(=O)C)N1CCC(CC1)C1=NN=CN1C 3-chloro-5-methanesulfonyl-2-[4-(4-methyl-1,2,4-triazol-3-yl)piperidin-1-yl]benzonitrile